tert-butyl 2-({[4-(1-ethoxy-1-oxopropan-2-yl)cyclohexyl]oxy}methyl)-3-(ethoxymethoxy)piperidine-1-carboxylate C(C)OC(C(C)C1CCC(CC1)OCC1N(CCCC1OCOCC)C(=O)OC(C)(C)C)=O